(2S)-tert-butyl 2-((tert-butoxycarbonyl)amino)-4-(3-(2-chlorophenyl)-4,4,4-trifluoro-3-hydroxybutylsulfonimidoyl)butanoate C(C)(C)(C)OC(=O)N[C@H](C(=O)OC(C)(C)C)CCS(=O)(=N)CCC(C(F)(F)F)(O)C1=C(C=CC=C1)Cl